ClC=1N(N=C2C(N(N=CC21)[C@H]2[C@H](C2)C(F)(F)F)=O)CC2=C(C=CC=C2)F |r| rac-3-chloro-2-[(2-fluorophenyl)methyl]-6-[(1R,2S)-2-(trifluoromethyl)cyclopropyl]pyrazolo[3,4-d]pyridazin-7-one